chloro-2'-fluoro-N-{[4-(1-methyl-1H-pyrazol-5-yl)-2,5-dioxoimidazolidin-4-yl]methyl}[biphenyl]-2-carboxamide ClC1=C(C(=CC=C1)C1=C(C=CC=C1)F)C(=O)NCC1(NC(NC1=O)=O)C1=CC=NN1C